CC1=NC2=CC(=C(C=C2C=C1)C(=O)O)C 2,7-dimethylquinoline-6-carboxylic acid